FC1(CCN(CC1)C(=O)C=1C=C2C=CC=C(C2=CC1)C1=C(C=2N(C=C1)C(N(N2)C)=O)C)F 7-(6-(4,4-difluoropiperidine-1-carbonyl)naphthalen-1-yl)-2,8-dimethyl-[1,2,4]triazolo[4,3-a]pyridin-3(2H)-one